5,5'-((propane-2,2-diylbis(4,1-phenylene))bis(oxy))bis(2-methylisoindoline-1,3-dione) CC(C)(C1=CC=C(C=C1)OC=1C=C2C(N(C(C2=CC1)=O)C)=O)C1=CC=C(C=C1)OC=1C=C2C(N(C(C2=CC1)=O)C)=O